(1-hydroxy-2-[imidazo(1,2-a)pyridin-3-yl] ethylene) bisphosphonate monohydrate O.P(OC(C(C1=CN=C2N1C=CC=C2)OP(O)=O)O)(O)=O